BrC1=C(C=C(C=C1)O)COC1CCCC1 4-bromo-3-(cyclopentoxymethyl)phenol